C(C)(=O)C=1C=NC=CC1NC(=O)[C@@H]1O[C@]([C@H]([C@H]1C1=C(C(=C(C=C1)F)F)C)O)(C(F)(F)F)C (2R,3R,4S,5R)-N-(3-acetylpyridin-4-yl)-3-(3,4-difluoro-2-methylphenyl)-4-hydroxy-5-methyl-5-(trifluoromethyl)tetrahydrofuran-2-carboxamide